C(#N)[C@@H](C[C@@H]1C(NCC1)=O)NC(=O)[C@@H]1N(C[C@H]2[C@@H]1CCC2(F)F)C(=O)C2(C1=CC=CC=C1C=1C=CC=CC21)O (1R,3aR,6aS)-N-((R)-1-cyano-2-((R)-2-oxopyrrolidin-3-yl)ethyl)-4,4-difluoro-2-(9-hydroxy-9H-fluorene-9-carbonyl)octahydrocyclopenta[c]pyrrole-1-carboxamide